S1C=NC2=C1C=C(C=C2)\C=C/2\C(NC(=N2)N(C2=CC1=C(N(C=N1)C)C=C2)C)=O (Z)-5-(benzo[d]thiazol-6-ylmethylene)-2-(methyl-(1-methyl-1H-benzo[d]imidazol-5-yl)amino)-3,5-dihydro-4H-imidazol-4-one